CN(C(OC1=C(C(=C(C(=C1F)F)F)F)F)=O)C perfluorophenyl dimethylcarbamate